1,1-bis[3-(4-aminobenzamido)-4-hydroxyphenyl]cyclohexane NC1=CC=C(C(=O)NC=2C=C(C=CC2O)C2(CCCCC2)C2=CC(=C(C=C2)O)NC(C2=CC=C(C=C2)N)=O)C=C1